O1C(CCC1)COC(=O)C1=C(NC=2C[C@H](CC(C2[C@@H]1C1=CC(=CC=C1)[N+](=O)[O-])=O)C=1SC=CC1)C (4S,7R)-2-methyl-4-(3-nitrophenyl)-5-oxo-7-(2-thienyl)-1,4,5,6,7,8-hexahydro-3-quinolinecarboxylic acid tetrahydro-2-furanylmethyl ester